3-(8-methoxyoctyloxy)propyl-methyl-bis(trimethylsiloxy)silane COCCCCCCCCOCCC[Si](O[Si](C)(C)C)(O[Si](C)(C)C)C